P(=O)(OC(CC)(CCCC)CCCC)([O-])[O-] dibutylpropyl phosphate